(7-chloro-1,3-dihydro-1-methyl-2-oxo-5-phenyl-2H-1,4-benzodiazepin-3-yl)dimethylcarbamate ClC=1C=CC2=C(C(=NC(C(N2C)=O)OC(N(C)C)=O)C2=CC=CC=C2)C1